4-[2-[(1-methylimidazol-4-yl)amino]-4-pyridyl]-6-[2-(trifluoromethyl)phenyl]-1H-pyridin-2-one CN1C=NC(=C1)NC1=NC=CC(=C1)C1=CC(NC(=C1)C1=C(C=CC=C1)C(F)(F)F)=O